C1(CCCC1)OC1=CC(=C(C(=O)C=2C=CC(=C(C2)CCC(=O)O)OCC2=CC3=C(C(=NO3)O)C=C2)C=C1)O 3-{5-[4-(cyclopentyloxy)-2-hydroxybenzoyl]-2-[(3-hydroxy-1,2-benzisoxazol-6-yl)methoxy]phenyl}propionic acid